C(C)NC=1C=C2C=CC=C(C2=CC1)O 6-(ethylamino)naphthalen-1-ol